COC(=O)C=1[C@@H](N=C(NC1CBr)C=1SC=CN1)C1=C(C=C(C=C1)F)Cl (R)-6-(bromomethyl)-4-(2-chloro-4-fluorophenyl)-2-(thiazol-2-yl)-1,4-dihydropyrimidine-5-carboxylic acid methyl ester